BrC1=C(C(=C(C=O)C=C1)F)C(F)(F)F 4-bromo-2-fluoro-3-(trifluoromethyl)benzaldehyde